2-(2-fluorophenyl)-5-((6-methyl-1H-benzo[d]imidazol-2-yl)methyl)-5H-imidazo[4,5-c]pyridine FC1=C(C=CC=C1)C=1N=C2C(=CN(C=C2)CC2=NC3=C(N2)C=C(C=C3)C)N1